1-(pyridin-2-yl)-1,2,3,4-tetrahydroquinoxaline N1=C(C=CC=C1)N1CCNC2=CC=CC=C12